(E)-1-(4-bromo-2-fluoro-3-methoxy-phenyl)-N-methoxy-methanimine BrC1=C(C(=C(C=C1)\C=N\OC)F)OC